CSCCCCCCCCC(=NO)SC[C@@H](C(=O)O)N The molecule is an S-substituted L-cysteine in which the thiol hydrogen of L-cysteine has been replaced by a 9-(methylthio)nonylhydroximoyl group. It has a role as an Arabidopsis thaliana metabolite. It is a N-hydroxyimidothioate, a S-substituted L-cysteine and a methyl sulfide.